COC1=CC=C(CN2C(C(C3=CC(=CC=C23)S(=O)(=O)N2C(CCC2)COC=2C=NC=CC2)=O)=O)C=C1 1-(4-Methoxybenzyl)-5-[2-(pyridin-3-yl-oxymethyl)pyrrolidine-1-sulfonyl]-1H-indole-2,3-dione